FC=1C=C(CC2=CC(=NC=C2)N2N=CC(=C2C)C(=O)N)C=C(C1)C(F)(F)F 1-(4-(3-fluoro-5-(trifluoromethyl)benzyl)pyridin-2-yl)-5-methyl-1H-pyrazole-4-carboxamide